Cl.ClC=1C=C(OCC2=NOC(=N2)C23CC(C2)(C3)N)C=CC1Cl 3-(3-((3,4-dichlorophenoxy)methyl)-1,2,4-oxadiazol-5-yl)bicyclo[1.1.1]Pentane-1-amine hydrochloride